(6,7-dihydro-1H-[1,2,3]triazolo[4,5-c]pyridin-5(4H)-yl)methanone N1N=NC=2CN(CCC21)C=O